NC1=C(C(=NN1C1CCC(CC1)O)C1=CC=C(C=C1)CNC(C1=C(C=CC=C1)OC)=O)C(=O)N 5-Amino-1-(4-hydroxycyclohexyl)-3-[4-[[(2-methoxybenzoyl)amino]methyl]phenyl]pyrazole-4-carboxamide